CN1C(N(C2=C1C(=CC=C2)CN(CCCCCCN[C@@H]2[C@@]1(CC[C@H](C2)C1(C)C)C)C)C1C(NC(CC1)=O)=O)=O 3-(3-methyl-4-((methyl(6-(((1R,2S,4R)-1,7,7-trimethylbicyclo[2.2.1]heptan-2-yl)amino)hexyl)amino)methyl)-2-oxo-2,3-dihydro-1H-benzo[d]imidazol-1-yl)piperidine-2,6-dione